6-oxo-5,6-dihydrobenzo[c][1,5]naphthyridine-3-carboxylic acid methyl ester COC(=O)C1=CN=C2C3=C(C(NC2=C1)=O)C=CC=C3